FC1=C(C(=CC=C1)F)C=1C(=NN(N1)CC1=CC=C(C=C1)C1=NOC(=N1)C(F)(F)F)C#N 5-(2,6-difluorophenyl)-2-[[4-[5-(trifluoromethyl)-1,2,4-oxadiazol-3-yl]phenyl]methyl]-2H-1,2,3-triazole-4-carbonitrile